ClC1=C(C=C2C(=C(N(C2=C1F)C)C1=NC(=NN1)C(F)(F)F)C=1C=NNC1)OC 6-chloro-7-fluoro-5-methoxy-1-methyl-3-(1H-pyrazol-4-yl)-2-(3-(trifluoromethyl)-1H-1,2,4-triazol-5-yl)-1H-indole